(pyridin-4-yl)-10-(trifluoromethyl)-3,4-dihydro-2H,6H-[1,4]thiazepino[2,3,4-ij]quinazolin-6-one N1=CC=C(C=C1)C1CCN2C(N=CC3=CC(=CC(=C23)S1)C(F)(F)F)=O